COC(CC1=CC(=C(C(=C1)OC)OC)OC)=O 3,4,5-trimethoxyphenylacetic acid methyl ester